C(C1=CC=CC=C1)OCC1CCC(CC1)C=1SC2=C(N1)C=C(C(=C2)Br)C(=O)O [4-(benzyloxymethyl)cyclohexyl]-6-bromo-1,3-benzothiazole-5-carboxylic acid